FC1=C(C(=CC=C1)F)C=1C(=C(N=NC1)C(=O)N)NC1=CC=C(C=C1)S(=O)C (2,6-difluorophenyl)-4-((4-(methylsulfinyl)phenyl)amino)pyridazine-3-carboxamide